4-(1-(2-(4-methoxyphenyl)-2-oxoethyl)-6-((2-methoxypyridin-4-yl)amino)-1H-indole-2-carbonyl)morpholin-2-one COC1=CC=C(C=C1)C(CN1C(=CC2=CC=C(C=C12)NC1=CC(=NC=C1)OC)C(=O)N1CC(OCC1)=O)=O